CC1=CC=C(C=C(C=O)CCCCC)C=C1 p-methyl-α-pentylcinnamaldehyde